ClC1=[N+](C(=CC=C1F)C)[O-] 2-chloro-3-fluoro-6-methylpyridin-1-oxide